C(C)(=O)C1=CN(C2=C(C=C(C=C12)C=1C=NC(=NC1)C)C)CC(=O)N1[C@@H]2C[C@@]2(C[C@H]1C(=O)NC1=NC(=NC=C1C)C(F)(F)F)C (1R,3S,5R)-2-(2-(3-acetyl-7-methyl-5-(2-methylpyrimidin-5-yl)-1H-indol-1-yl)acetyl)-5-methyl-N-(5-methyl-2-(trifluoromethyl)pyrimidin-4-yl)-2-azabicyclo[3.1.0]hexane-3-carboxamide